N-(1-cyclopentyl-3-cyano-1H-indol-5-yl)nicotinamide C1(CCCC1)N1C=C(C2=CC(=CC=C12)NC(C1=CN=CC=C1)=O)C#N